rac-(6-Cyclopropyl-imidazo[1,5-a]pyridin-5-yl)-[1-(6-ethoxy-pyridin-3-yl)-1H-[1,2,3]triazol-4-yl]-methanol C1(CC1)C=1C=CC=2N(C1[C@@H](O)C=1N=NN(C1)C=1C=NC(=CC1)OCC)C=NC2 |r|